bromo-3-methylisoquinoline BrC1=NC(=CC2=CC=CC=C12)C